2-methyl-4-(naphthalen-2-yl)quinazoline CC1=NC2=CC=CC=C2C(=N1)C1=CC2=CC=CC=C2C=C1